OC1=CC=C(C=C1)C(C(F)(F)F)(C(F)(F)F)C1=CC=C(C=C1)O 2,2-bis(4'-hydroxyphenyl)-hexafluoropropane